C(C)N1CCC2(CC(=NO2)C(=O)N[C@@H](CCCCCC(CC)=O)C=2OC(=CN2)C=2C=C3C=CC(=NC3=CC2OC)C)CC1 (S)-8-ethyl-N-(1-(5-(7-methoxy-2-methylquinolin-6-yl)oxazol-2-yl)-7-oxononyl)-1-oxa-2,8-diazaspiro[4.5]dec-2-ene-3-carboxamide